5-acetyl-6-methyl-4-(4'-fluorophenyl)-3,4-dihydropyrimidin-2-one C(C)(=O)C=1C(NC(NC1C)=O)C1=CC=C(C=C1)F